COC(C1=C(C(=CC=C1Cl)[N+](=O)[O-])Cl)=O 2,6-dichloro-3-nitrobenzoic acid methyl ester